C[C@H]1N(C[C@@H](N(C1)C=1C2=C(N=CN1)N(C=C2C2=CC=CC=C2)S(=O)(=O)C2=CC=C(C)C=C2)C)C(=O)OC(C)(C)C tert-Butyl (2R,5S)-2,5-dimethyl-4-(5-phenyl-7-tosyl-7H-pyrrolo[2,3-d]pyrimidin-4-yl)piperazine-1-carboxylate